(R)-2-(6-bromo-1-oxoisoindolin-2-yl)propionic acid tert-butyl ester C(C)(C)(C)OC([C@@H](C)N1C(C2=CC(=CC=C2C1)Br)=O)=O